tert-butyl (1-((4-fluorobenzyl)amino)-4-(methylthio)-1-oxobutan-2-yl)carbamate FC1=CC=C(CNC(C(CCSC)NC(OC(C)(C)C)=O)=O)C=C1